CC1=NC(=NC(=C1)C)N1C[C@@H]2[C@H](C1)CN(C2)C(=O)C2=C(C=CC=C2)C2=NC1=CC=CC=C1C=N2 ((3aR,6aS)-5-(4,6-dimethylpyrimidin-2-yl)hexahydropyrrolo[3,4-c]pyrrol-2(1H)-yl)(2-(quinazolin-2-yl)phenyl)methanone